1-(8-Methylquinolin-2-yl)azetidine-3-carboxylic acid CC=1C=CC=C2C=CC(=NC12)N1CC(C1)C(=O)O